S1C2=C(C=C1)C=CC=C2OC2=CC(=C(C(=O)OC)C=C2)Cl methyl 4-(benzo[b]thiophen-7-yloxy)-2-chlorobenzoate